S(C)(=O)(=O)O.S(C)(=O)(=O)O.CN(C(OC1=CC2=CC=C(C(=C2C=C1)C#C)F)=O)C 5-ethynyl-6-fluoronaphthalen-2-yl dimethylcarbamate dimesylate